N-(2-Furanylmethyl)-1,4-dihydro-1-methyl-2,4-dioxo-5-propoxypyrido[2,3-d]pyrimidine-3(2H)-acetamide O1C(=CC=C1)CNC(CN1C(N(C2=C(C1=O)C(=CC=N2)OCCC)C)=O)=O